NC1=C(C=C(C=N1)C=1C=NC(=CC1)N1CCN(CC1)C)O[C@H](C)C=1C=C(C=CC1)NC(C1=CC(=CC=C1)N(C)C)=O (R)-N-(3-(1-((6-amino-6'-(4-methylpiperazin-1-yl)-[3,3'-bipyridin]-5-yl)oxy)ethyl)phenyl)-3-(dimethylamino)benzamide